CC(CCCC)(C)C=1C=C(C=C(C1)O)O 5-(1,1-dimethylpentyl)benzene-1,3-diol